C1(CC1)NC1=C2N=CN(C2=NC=N1)[C@H]1C[C@@H]([C@](O1)(CO)C#C)O (2R,3S,5R)-5-(6-(cyclopropylamino)-9H-purin-9-yl)-2-ethynyl-2-(hydroxymethyl)tetrahydrofuran-3-ol